(3aS,4S,6R,6aR)-6-(5-Bromo-4-{[(2,4-dimethoxyphenyl)methyl]amino}-7H-pyrrolo[2,3-d]pyrimidin-7-yl)-2,2-dimethyl-tetrahydro-2H-furo[3,4-d][1,3]dioxole-4-carboxylic acid BrC1=CN(C=2N=CN=C(C21)NCC2=C(C=C(C=C2)OC)OC)[C@@H]2O[C@@H]([C@@H]1[C@H]2OC(O1)(C)C)C(=O)O